1-benzyl 2-methyl (2S,3R)-3-allyl-4-formyl-3-methylpyrrolidine-1,2-dicarboxylate C(C=C)[C@]1([C@H](N(CC1C=O)C(=O)OCC1=CC=CC=C1)C(=O)OC)C